ethyl 5-methoxy-1-(4-methoxybenzyl)-1H-1,2,3-triazole-4-carboxylate COC1=C(N=NN1CC1=CC=C(C=C1)OC)C(=O)OCC